C(=C\C=C(/C)\C1=CC=CC=C1)/C1=CC=CC=C1 ((1E,3E)-penta-1,3-diene-1,4-diyl)dibenzene